N1C[C@@H](CC1)OC1=C(C#N)C=CC=C1 (R)-2-(pyrrolidin-3-yloxy)benzonitrile